2-[4-(2-cyclopropyl-1-methyl-imidazol-4-yl)-3-methoxy-phenyl]-5-fluoro-4-methylsulfanyl-pyrimidine C1(CC1)C=1N(C=C(N1)C1=C(C=C(C=C1)C1=NC=C(C(=N1)SC)F)OC)C